FC1=C(C=CC(=C1)C(CC)=O)C1=CC=CC=C1 1-(2-fluoro-[1,1'-biphenyl]-4-yl)propan-1-one